ClC1=C2C3=C(N=CN=C3C(=C1C=1C(=CC=C3C=CN=C(C13)OC)C)F)N1[C@H](CO2)CN(CC1)C(=O)OC(C)(C)C tert-butyl (8aS)-6-chloro-4-fluoro-5-(1-methoxy-7-methylisoquinolin-8-yl)-8a,9,11,12-tetrahydropyrazino[2',1':3,4][1,4]oxazepino[5,6,7-de]quinazoline-10(8H)-carboxylate